(±)-5-Chloro-N-(3-chloro-1-(1-(methylsulfonyl)piperidin-4-yl)-1H-pyrazol-4-yl)-7-cyclopropylpyrrolo[2,1-f][1,2,4]triazin-2-amine ClC=1C=C(N2N=C(N=CC21)NC=2C(=NN(C2)C2CCN(CC2)S(=O)(=O)C)Cl)C2CC2